4-fluoro-3-(3-(1,3,5-trimethyl-1H-pyrazol-4-yl)propoxy)benzoic acid FC1=C(C=C(C(=O)O)C=C1)OCCCC=1C(=NN(C1C)C)C